7-((5-Chloro-4-((2-(dimethylphosphoryl)phenyl)amino)pyrimidin-2-yl)amino)-2,3-dihydrobenzofuran-4-carboxylic acid ClC=1C(=NC(=NC1)NC=1C=CC(=C2CCOC21)C(=O)O)NC2=C(C=CC=C2)P(=O)(C)C